CC(CC)SSC(CC)C (1-methylpropyl) disulfide